CN1N=NN=C1NC(=S)C=1C(=NC(=CC1)C(F)(F)F)COCC=1N=NN(N1)C N-(1-methyl-1H-tetrazol-5-yl)-2-(((2-methyl-2H-tetrazol-5-yl)methoxy)methyl)-6-(trifluoromethyl)pyridine-3-carbothioamide